N1C(=NC2=C1C=CC=C2)CN(CC2=NC1=C(N2)C=CC=C1)CC1=NC2=C(N1)C=CC=C2 tris((1H-benzo[d]imidazole-2-yl)methyl)amine